FC=1C=C(C=CC1)C1=NN2C(=NC=3C=CC=CC3C2=N1)NC1C(NCC1)=O 3-{[2-(3-fluorophenyl)[1,2,4]triazolo[1,5-c]quinazolin-5-yl]amino}pyrrolidin-2-one